C(C=C)(=O)N1C[C@@H]2N(C3=C(C=NC4=C(C(=NC=C34)C3=CC=CC4=CC=CC(=C34)Cl)F)N(C2=O)C)C[C@@H]1CN(C)C (8as,11s)-10-propenoyl-3-(8-chloronaphthalen-1-yl)-11-((dimethylamino)methyl)-4-fluoro-7-methyl-9,10,11,12-tetrahydro-7H-pyrazino[1',2':4,5]pyrazino[2,3-c][1,6]naphthyridin-8(8aH)-one